C1(CC1)C([C@@H](C(=O)NC1=NC(=C(C(=C1)F)C=1C(=NNC1C)C)F)NC(=O)C=1C(=NOC1)C(C)C)C1CC1 N-[(1S)-1-(dicyclopropylmethyl)-2-[[5-(3,5-dimethyl-1H-pyrazol-4-yl)-4,6-difluoro-2-pyridyl]amino]-2-oxo-ethyl]-3-isopropyl-isoxazole-4-carboxamide